N-(3-methylphenyl)benzamidine CC=1C=C(C=CC1)NC(C1=CC=CC=C1)=N